ClC=1C=C(CN2CCC(CC2)(O)C=2C=C3C(N(C(C3=CC2)=O)C2C(NC(CC2)=O)=O)=O)C=CC1 5-(1-(3-chlorobenzyl)-4-hydroxypiperidin-4-yl)-2-(2,6-dioxopiperidin-3-yl)isoindoline-1,3-dione